N-((1,2,3,5,6,7-hexahydro-s-indacen-4-yl)carbamoyl)-2-(1-(isopropylsulfonyl)pyrrolidin-2-yl)vinylsulfonamide C1CCC2=C(C=3CCCC3C=C12)NC(=O)NS(=O)(=O)C=CC1N(CCC1)S(=O)(=O)C(C)C